(2S,2'S)-3,3'-(1,3-phenylenebis(oxy))bis(1-(piperidin-1-yl)propan-2-ol) C1(=CC(=CC=C1)OC[C@H](CN1CCCCC1)O)OC[C@H](CN1CCCCC1)O